BrC=1C2(C3=CC(=C(C=C3C1)C)C)CCC(CC2)(C(=O)O)NC2=CC(=CC=C2)Cl (1s,4s)-2'-bromo-4-(3-chloroanilino)-5',6'-dimethylspiro[cyclohexane-1,1'-indene]-4-carboxylic acid